6-(1H-indazol-6-yl)-N2-[2-(2-pyridinyl)ethyl]-1,3,5-triazine-2,4-diamine N1N=CC2=CC=C(C=C12)C1=NC(=NC(=N1)NCCC1=NC=CC=C1)N